2-methylnaphthyl[bis(1-adamantyl)butyl]bromopalladium(II) CC1=C(C2=CC=CC=C2C=C1)[Pd-](Br)CCCC(C12CC3CC(CC(C1)C3)C2)C23CC1CC(CC(C2)C1)C3